ClC1=C(C(=O)NC2=NC=C(C=C2C)C#CC2=CC=CC=C2)C=C(C=C1)OCC1CCOC1 2-chloro-N-[3-methyl-5-(2-phenylethynyl)-2-pyridyl]-5-(tetrahydrofuran-4-ylmethoxy)benzamide